dioxydiethyl ether C1COOCCO1